NC1=C(C=CC(=C1)C(=O)OC)C1=C(C=NN1C)C(=O)OCC ethyl 5-[2-amino-4-(methoxycarbonyl)phenyl]-1-methyl-1H-pyrazole-4-carboxylate